p-nitrophenyl-methyl bromide [N+](=O)([O-])C1=CC=C(C=C1)CBr